furanoyl-trifluoroacetone O1C(=CC=C1)C(=O)CC(=O)C(F)(F)F